COC(=O)C1(CC(C1)C)C1=CC(=C(C=C1)F)Br 1-(3-bromo-4-fluorophenyl)-3-methylcyclobutane-1-carboxylic acid methyl ester